butyl N-((S)-1-acryloylpyrrolidine-3-carbonyl)-N-methyl-L-valinate C(C=C)(=O)N1C[C@H](CC1)C(=O)N([C@@H](C(C)C)C(=O)OCCCC)C